Methyl (E)-2-(2-(2-(2-(5-((8-bromo-6-(bromomethyl)-4-oxochroman-3-ylidene)methyl)-2-fluorophenoxy)ethoxy)ethoxy)ethoxy)acetate BrC=1C=C(C=C2C(\C(\COC12)=C\C=1C=CC(=C(OCCOCCOCCOCC(=O)OC)C1)F)=O)CBr